(S)-quinuclidin-3-yl (7-(2-(methoxymethoxy)phenyl)-3,3-dimethylchroman-4-yl)carbamate COCOC1=C(C=CC=C1)C1=CC=C2C(C(COC2=C1)(C)C)NC(O[C@@H]1CN2CCC1CC2)=O